chloro(2-dicyclohexylphosphino-2',4',6'-triisopropylbiphenyl) ClC=1C(=C(C=CC1)C1=C(C=C(C=C1C(C)C)C(C)C)C(C)C)P(C1CCCCC1)C1CCCCC1